Cl.Cl.CC1(CN(CCC1)C1CCNCC1)C 3,3-bisMethyl-1,4'-bipiperidine dihydrochloride